pyrimidin-4-yl-imidazo[1,2-b]Pyridazine-6-carbonitrile N1=CN=C(C=C1)C=1N=C2N(N=C(C=C2)C#N)C1